3-bromo-4-((1s,3s)-3-(dimethylamino)cyclobutoxy)aniline BrC=1C=C(N)C=CC1OC1CC(C1)N(C)C